(S)-3-(1-amino-2-methylpropan-2-yl)-N-(1-oxo-1-((4-(3-(pyridin-4-yl)phenyl)thiazol-2-yl)amino)propan-2-yl)benzamide NCC(C)(C)C=1C=C(C(=O)N[C@H](C(NC=2SC=C(N2)C2=CC(=CC=C2)C2=CC=NC=C2)=O)C)C=CC1